C1(CCC1)OC1=NC(=CC2=CN=C(C=C12)N[C@@H]1CNCCC1)C#N (S)-1-cyclobutoxy-7-(piperidin-3-ylamino)-2,6-naphthyridine-3-carbonitrile